ClC1=CC=NC2=CC=C(C=C12)C1=C(C=C(CN2CCOCC2)C=C1)F 4-(4-(4-chloroquinolin-6-yl)-3-fluorobenzyl)morpholine